C(#N)C1=C(C=C(C=C1)N1CCC(CC1)C(=O)NC1=NC=C(C=C1)CC1CCNCC1)C(F)(F)F 1-(4-cyano-3-(trifluoromethyl)phenyl)-N-(5-(piperidin-4-ylmethyl)pyridin-2-yl)piperidine-4-carboxamide